tert-Butyl 5-fluoro-3-formyl-1H-pyrrolo[2,3-b]pyridine-1-carboxylate FC=1C=C2C(=NC1)N(C=C2C=O)C(=O)OC(C)(C)C